4-(4-chloropyridin-2-yl)-4,4-difluorobutan-1-ol ClC1=CC(=NC=C1)C(CCCO)(F)F